OC(C1CN(CCC1)C(=O)OC(C)(C)C)C=1N=NC(=CC1)C1=C(C=C(C=C1C)C(F)(F)F)OCOC tert-butyl 3-(hydroxy(6-(2-(methoxymethoxy)-6-methyl-4-(trifluoromethyl)phenyl)pyridazin-3-yl)methyl)piperidine-1-carboxylate